8-Acetyl-2-cyclohexyl-chromen-4-one C(C)(=O)C=1C=CC=C2C(C=C(OC12)C1CCCCC1)=O